((methylsulfonyl)oxy)-2-azaspiro[3.3]heptan-2-carboxylate CS(=O)(=O)OC1N(CC12CCC2)C(=O)[O-]